FC(C(=O)O)(F)F.N[C@]1(CN(C[C@@H]1CCCB(O)O)S(N([C@@H]1CNCC1)CC1CC1)(=O)=O)C(=O)O (3R,4S)-3-amino-4-(3-boronopropyl)-1-(N-(cyclopropylmethyl)-N-((S)-pyrrolidin-3-yl)sulfamoyl)pyrrolidine-3-carboxylic acid, 2,2,2-trifluoroacetic acid salt